3-(5-((((3S,4S)-8-(6-amino-5-((2-amino-3-chloropyridin-4-yl)thio)pyrazin-2-yl)-3-Methyl-2-oxa-8-azaspiro[4.5]decane-4-yl)amino)methyl)-6-bromo-1-oxoisoindoline-2-yl)piperidine NC1=C(N=CC(=N1)N1CCC2([C@@H]([C@@H](OC2)C)NCC=2C=C3CN(C(C3=CC2Br)=O)C2CNCCC2)CC1)SC1=C(C(=NC=C1)N)Cl